BrC=1C=CC(=C(C1)NN)Cl (5-bromo-2-chloro-phenyl)hydrazine